1-((tert-butyldimethylsilyl)oxy)pentadecan-3-yl (3-(diethylamino)propyl) carbonate C(OC(CCO[Si](C)(C)C(C)(C)C)CCCCCCCCCCCC)(OCCCN(CC)CC)=O